2-(3-(2-(2-aminoethoxy)ethoxy)propanamido)-N-(6-isopropoxypyridazin-3-yl)benzamide NCCOCCOCCC(=O)NC1=C(C(=O)NC=2N=NC(=CC2)OC(C)C)C=CC=C1